N1C=CC2=C(C=CC=C12)C=1N=C(C2=C(N1)C=C(S2)CN2CC(N(CC2)CC2CC2)=O)N2CCOCC2 4-((2-(1H-indol-4-yl)-4-morpholinothieno[3,2-d]pyrimidin-6-yl)methyl)-1-(cyclopropylmethyl)piperazin-2-one